(4-ethenylphenyl)-(1-hydroxycyclohexyl)methanone C(=C)C1=CC=C(C=C1)C(=O)C1(CCCCC1)O